2-thio-deoxycytidine [C@@H]1(C[C@H](O)[C@@H](CO)O1)N1C(=S)N=C(N)C=C1